BrCCO[Si](C)(C)C(C)(C)C 2-bromoethoxy-tert-butyl-dimethyl-silane